4-(tert-butyl)-N-(4-(tert-butyl)phenyl)-N-(4-iodophenyl)aniline C(C)(C)(C)C1=CC=C(N(C2=CC=C(C=C2)I)C2=CC=C(C=C2)C(C)(C)C)C=C1